C(C1=CC=CC=C1)N(C1=CC=C2[C@H](CC[C@]3(CC=4N=C(N=C(C4CO3)N3CCOCCC3)SC)C2=C1Br)C(F)(F)F)CC1=CC=CC=C1 |o1:15| (1S*,4S)-N,N-dibenzyl-8-bromo-2'-(methylthio)-4'-(1,4-oxazepan-4-yl)-4-(trifluoromethyl)-3,4,5',8'-tetrahydro-2H-spiro[naphthalene-1,7'-pyrano[4,3-d]pyrimidin]-7-amine